C1(CC1)CC(=O)NC1=C(C=NN1CC(C)C)C(=O)N 5-{2-cyclopropylacetamido}-1-isobutyl-1H-pyrazole-4-carboxamide